6-(4-(2-((tert-butyldimethylsilyl)oxy)ethyl)piperidin-1-yl)pyridin-3-amine [Si](C)(C)(C(C)(C)C)OCCC1CCN(CC1)C1=CC=C(C=N1)N